1,4-dimethyl sulfosuccinate S(=O)(=O)(O)C(C(=O)OC)CC(=O)OC